dimethoxy sulfone COS(=O)(=O)OC